Ethyl-carbamic acid methyl ester trifluoromethyl-acetate FC(F)(F)OC(C)=O.COC(NCC)=O